(5,12-diisopropyl-9,13,16-trimethyl-4,7,11,14,17-pentaoxo-hexadecahydro-10-oxa-3a,6,13,16-tetraaza-cyclopentacyclohexadecen-8-yl)-amide C(C)(C)C1C(N2C(C(N(CC(N(C(C(OC(C(C(N1)=O)[NH-])C)=O)C(C)C)C)=O)C)=O)CCC2)=O